Ethyl (2E)-3-(3,4-dihydroxyphenyl)prop-2-enoate OC=1C=C(C=CC1O)/C=C/C(=O)OCC